sodium nickel [Ni].[Na]